O1CCN(CC1)C=1C2=C(N=CN1)NC(=C2)C2=CC=C(OCC1=NC=CC(=C1)CN1C[C@@H](CCC1)N)C=C2 (R)-1-((2-((4-(4-morpholino-7H-pyrrolo[2,3-d]pyrimidin-6-yl)phenoxy)methyl)pyridin-4-yl)methyl)piperidin-3-amine